FC(C=1C=CC(=NC1)C1=C(N)C=CC=C1)(F)F 2-(5-trifluoromethyl-pyridin-2-yl)-aniline